dihydrobenzo[b][1,4]dioxin-6-amine O1C2=C(OCC1)C=C(C=C2)N